2-chloro-N-(4-(1,1,1,3,3,3-hexafluoro-hydroxypropan-2-yl)phenyl)benzamide ClC1=C(C(=O)NC2=CC=C(C=C2)C(C(F)(F)F)(C(F)(F)F)O)C=CC=C1